(S)-7-((R)-2-methylaziridine-2-carbonyl)-2,7-diazaspiro[4.4]nonan C[C@]1(NC1)C(=O)N1C[C@@]2(CCNC2)CC1